P(=O)(O)(O)O.C(C)(C)OC(=O)NC=1C=C2C=3CC(CCC3NC2=CC1)CNCC 6-isopropoxycarbonylamino-3-(ethyl)aminomethyl-1,2,3,4-tetrahydro-9H-carbazole phosphate